5-trifluoromethoxy-1,3-diaminobenzene FC(OC=1C=C(C=C(C1)N)N)(F)F